OC1C(=O)N(C(C1)=O)OC(CCN)=O beta-alanine hydroxysuccinimidyl ester